C1(CC1)OC1=CC(=C(C=C1C#N)F)C#CC 6-(cyclopropyloxy)-3-fluoro-4-(prop-1-ynyl)benzene-1-carbonitrile